NC1=C(C=C(C=N1)C=1C=C2N(N1)CC[C@]21CN(CC1)C(=O)NCC)OC(F)(F)F |r| (rac)-2'-[6-amino-5-(trifluoromethoxy)pyridin-3-yl]-N-ethyl-5',6'-dihydrospiro[pyrrolidine-3,4'-pyrrolo[1,2-b]pyrazole]-1-carboxamide